4-[6-amino-5-(2-cyano-benzyloxy)-pyridin-3-yl]-N-(2-morpholin-4-yl-ethyl)-benzamide NC1=C(C=C(C=N1)C1=CC=C(C(=O)NCCN2CCOCC2)C=C1)OCC1=C(C=CC=C1)C#N